N,1,1-trimethyl-7-(trifluoromethyl)isochroman-4-imine CN=C1COC(C2=CC(=CC=C12)C(F)(F)F)(C)C